C(#N)C1=C(C=C(OC2C(C(C2(C)C)NC(=O)C2=CC=C(C=C2)N2CCC3(CN(CCO3)C3CC(C3)OC3=CC(=C(C(=O)OC)C=C3)OC)CC2)(C)C)C=C1)OC methyl 4-[3-[9-[4-[[3-(4-cyano-3-methoxy-phenoxy)-2,2,4,4-tetramethyl-cyclobutyl] carbamoyl] phenyl]-1-oxa-4,9-diazaspiro[5.5]undecan-4-yl] cyclobutoxy]-2-methoxy-benzoate